CC1(CC2C(CCCC2=CC1C)(C)C)C(C)=O 1-(1,2,3,5,6,7,8,8a-octahydro-2,3,8,8-tetramethyl-2-naphthalen-yl)-ethanone